6-((3aS,7aR)-7a-Fluoro-1-oxooctahydro-2H-pyrrolo[3,4-c]pyridin-2-yl)-4-methylnicotinic acid F[C@@]12[C@@H](CNCC1)CN(C2=O)C2=NC=C(C(=O)O)C(=C2)C